COC=1C=CC(=C(C1)P(C)(C)=O)NC1=NC(=NC=C1C(F)(F)F)SC (5-Methoxy-2-((2-(methylthio)-5-(trifluoromethyl)pyrimidin-4-yl)amino)phenyl)dimethylphosphine oxide